ClC=1C=C(NC=2C=3N(C=CN2)C(=CN3)C=3C(=NN(C3)CC#N)C(F)(F)F)C=CC1C(=O)N1CCN(CC1)C(=O)[C@@H]1NCCC1 2-[4-[8-[3-chloro-4-[4-[(2R)-pyrrolidine-2-carbonyl]piperazine-1-carbonyl]anilino]imidazo[1,2-a]pyrazin-3-yl]-3-(trifluoromethyl)pyrazol-1-yl]acetonitrile